2,3,5,6-tetrafluoro-4-methylbenzyl (Z)-(1RS,3RS)-3-(2-chloro-3,3,3-trifluoroprop-1-enyl)-2,2-dimethylcyclopropanecarboxylate Cl\C(=C/[C@@H]1C([C@@H]1C(=O)OCC1=C(C(=C(C(=C1F)F)C)F)F)(C)C)\C(F)(F)F |r|